trans-4-[(2-amino-3,5-dibromobenzyl)amino]-cyclohexanol hydrochloride Cl.NC1=C(CN[C@@H]2CC[C@H](CC2)O)C=C(C=C1Br)Br